S1C2=C(C=C1)C(=CC=C2)C2=CC=C(S2)C(CCC(=O)O)=O 4-(5-(benzo[b]thiophen-4-yl)thiophen-2-yl)-4-oxobutyric acid